4-((2r,3s,4s,5r)-3-(3,4-difluoro-2-(2-hydroxyethoxy)phenyl)-4,5-dimethyl-5-(trifluoromethyl)tetrahydrofuran-2-carboxamido)-N-methylpyridineamide FC=1C(=C(C=CC1F)[C@H]1[C@@H](O[C@]([C@H]1C)(C(F)(F)F)C)C(=O)NC1=CC(=NC=C1)C(=O)NC)OCCO